3,3-bis(n-butyl-2-methylindol-3-yl)phthalide C(CCC)C1=C2C(=C(NC2=CC=C1)C)C1(OC(=O)C2=CC=CC=C12)C1=C(NC2=CC=CC(=C12)CCCC)C